2-amino-N-(o-tolyl)ethane-1-sulfonamide hydrochloride Cl.NCCS(=O)(=O)NC1=C(C=CC=C1)C